cyclopentyl-5-(2-(5-(piperidin-1-yl)pyridin-2-yl)amino-5-fluoropyrimidin-4-yl)-pyridin-2(1H)-one C1(CCCC1)N1C(C=CC(=C1)C1=NC(=NC=C1F)NC1=NC=C(C=C1)N1CCCCC1)=O